C1(CC1)CN1N=C(C(=C1)C1=NC(=CC=C1C=O)N1C=NC2=C1C=C(C(=C2)NC=2N=NC(=CC2)C)OC)C 2-[1-(cyclopropylmethyl)-3-methyl-pyrazol-4-yl]-6-[6-methoxy-5-[(6-methylpyridazin-3-yl)amino]benzimidazol-1-yl]pyridine-3-carbaldehyde